FC1=C(C=C(C=C1)N1C(=CC2=C1C=C1C=NNC1=C2)C2COCCC2)OC 5-(4-fluoro-3-methoxy-phenyl)-6-tetrahydropyran-3-yl-1H-pyrrolo[2,3-f]indazole